[Si]=[Te] Silicon telluride